ClC1=CC2=NC=CC=C2N1C chloro-1-methyl-1H-pyrrolo[3,2-b]pyridine